C1(CC1)CNC1(CC1)CN1C2=C(C(C3=CC(=CC=C13)F)=O)C1=CC3=C(C(N1C2)=O)COC([C@]3(O)CC)=O (S)-11-((1-((cyclopropylmethyl)amino)cyclopropyl)methyl)-4-ethyl-8-fluoro-4-hydroxy-1H-pyrano[3',4':6,7]indolizino[2,1-b]quinoline-3,6,14(4H,11H,12H)-trione